C(C)(C)(C)N(C(=O)OCC=1C=CC=2N(C1)C=CN2)C2=NC1=C(N2C(F)F)C(=CC=C1)Br Imidazo[1,2-a]pyridin-6-yl-methanol tert-butyl-(7-bromo-1-(difluoromethyl)-1H-benzo[d]imidazol-2-yl)carbamate